C(C)C1(COC1)COCC1(COC1)CC 3-Ethyl-3-{[(3-Ethyl-Oxetan-3-Yl)Methoxy]Methyl}Oxetane